ClC1=CC=C(C2=C1C=C(O2)F)COC2=CC=CC(=N2)C2=CCC(CC2)CC=2N(C1=C(N2)SC(=C1)C(=O)OC)CC1=CN=CN1CC methyl 2-((4-(6-((4-chloro-2-fluorobenzofuran-7-yl)methoxy)pyridin-2-yl)cyclohex-3-en-1-yl)methyl)-1-((1-ethyl-1H-imidazol-5-yl)methyl)-1H-thieno[2,3-d]imidazole-5-carboxylate